3-(7-bromo-2-chloro-8-fluoro-6-(trifluoromethyl)quinazolin-4-yl)-3,8-diazabicyclo[3.2.1]Octane-8-carboxylic acid tert-butyl ester C(C)(C)(C)OC(=O)N1C2CN(CC1CC2)C2=NC(=NC1=C(C(=C(C=C21)C(F)(F)F)Br)F)Cl